NC1=NC=2C=C(C(=CC2C2=C1C=NN2C)C(=O)N(C)[C@H]2CSC1=C2C=CC(=C1)Br)F 4-amino-N-((3R)-6-bromo-2,3-dihydro-1-benzothien-3-yl)-7-fluoro-N,1-dimethyl-1H-pyrazolo[4,3-c]quinoline-8-carboxamide